1-(3-cyclopropyl-1-(6-(1-(2-morpholinoethyl)-1H-pyrazol-4-yl)-3,4-dihydroquinolin-1(2H)-yl)-5,6-dihydroimidazo[1,5-a]pyrazin-7(8H)-yl)ethan-1-one C1(CC1)C1=NC(=C2N1CCN(C2)C(C)=O)N2CCCC1=CC(=CC=C21)C=2C=NN(C2)CCN2CCOCC2